(E)-4-(prop-1-enyl)morpholine C(=C\C)/N1CCOCC1